NC1=C(N=CN1)C(=O)N 5-Aminoimidazol-4-carboxamid